ClC=1C=NN2C1C(=CC(=C2)C=2N=NN(C2C)C2CCN(CC2)C2COC2)OC 3-Chloro-4-methoxy-6-[5-methyl-1-[1-(oxetan-3-yl)-4-piperidinyl]triazol-4-yl]pyrazolo[1,5-a]pyridine